C1(CC1)C(=O)NC1=CC(=C(N=N1)C(=O)NC([2H])([2H])[2H])NC1=C2N(CC=3N(C2=CC=C1)N=C(C3)C)C 6-(cyclopropanecarboxamido)-4-((2,5-dimethyl-4,5-dihydropyrazolo[1,5-a]quinoxalin-6-yl)amino)-N-(methyl-d3)pyridazine-3-carboxamide